(2R)-2-(6-{5-chloro-2-[(2-methyl-2H-1,2,3-triazol-4-yl)amino]pyrimidin-4-yl}-1-oxo-2,3-dihydro-1H-isoindol-2-yl)-N-[(1S)-2-hydroxy-1-(5-methylthiophen-3-yl)ethyl]propanamide ClC=1C(=NC(=NC1)NC1=NN(N=C1)C)C1=CC=C2CN(C(C2=C1)=O)[C@@H](C(=O)N[C@H](CO)C1=CSC(=C1)C)C